(4-Methylsulfonylphenyl)-quinazolin-2-amine CS(=O)(=O)C1=CC=C(C=C1)C1=NC(=NC2=CC=CC=C12)N